FC(C(F)(F)F)(F)SC methyl (perfluoroethyl) sulfide